4-(4-propenoylpiperazin-1-yl)-6-fluoro-7-(3-fluorophenoxy)-1-(2-isopropyl-6-methylphenyl)pyrido[2,3-d]pyrimidin-2(1H)-one C(C=C)(=O)N1CCN(CC1)C=1C2=C(N(C(N1)=O)C1=C(C=CC=C1C)C(C)C)N=C(C(=C2)F)OC2=CC(=CC=C2)F